ClC=1C=C(C=NC1)C(C(=O)NC(C(=O)O)CCN(CCCCC1=NC=2NCCCC2C=C1)CC(CF)OC)(C)C 2-[[2-(5-chloro-3-pyridyl)-2-methyl-propanoyl]amino]-4-[[3-fluoro-2-methoxy-propyl]-[4-(5,6,7,8-tetrahydro-1,8-naphthyridin-2-yl)butyl]amino]butanoic acid